N1N=NN=C1C1=C(C=CC=C1)C1=NC(=CC(=C1)NC1=CC=CC(=N1)CO)N(CC(C)C)CC1=CC=CC=C1 (6-((2-(2-(1H-tetrazol-5-yl)phenyl)-6-(benzyl(isobutyl)amino)pyridin-4-yl)amino)pyridin-2-yl)methanol